(5-tert-butylisoxazol-3-yl)-2-hydroxy-3,4-dimethyl-2H-pyrrol-5-one C(C)(C)(C)C1=CC(=NO1)C1(NC(C(=C1C)C)=O)O